C(C)(C)(C)N(N(C(=O)O)C(C)(C)C)C(=O)O.FC1=C(C=C(C(=O)NC=2OC(=NN2)C2=CC(=CC=C2)C(F)(F)F)C=C1)C(F)(F)F 4-fluoro-3-(trifluoromethyl)-N-(5-(3-(trifluoromethyl)phenyl)-1,3,4-oxadiazol-2-yl)benzamide di-tert-butyl-hydrazine-1,2-dicarboxylate